C1=CC=CC=2C3=CC=CC=C3C(C12)COC(=O)N[C@H](C(=O)O)CC1=CC(=CC=C1)C=1C=NC=2N(C1)C=C(N2)C#N (S)-2-((((9H-fluoren-9-yl)methoxy)carbonyl)amino)-3-(3-(2-cyanoimidazo[1,2-a]pyrimidin-6-yl)phenyl)propanoic acid